3-(7-chloro-6-methoxyquinazolin-4-yloxy)-4-methyl-N-(3-(4-methylpiperazin-1-yl)-5-(trifluoromethyl)phenyl)benzamide ClC1=C(C=C2C(=NC=NC2=C1)OC=1C=C(C(=O)NC2=CC(=CC(=C2)C(F)(F)F)N2CCN(CC2)C)C=CC1C)OC